I(=O)(=O)[O-].NN1C=NN=C1.[Cu+2].I(=O)(=O)[O-] copper (4-amino-1,2,4-triazole) iodate